8-(5-methyl-1H-pyrazol-3-yl)-1,4-dioxa-8-azaspiro[4.5]decane CC1=CC(=NN1)N1CCC2(OCCO2)CC1